O=C1NC(CC[C@@H]1NC1=CC(=C(C=C1)N1CCC(CC1)(C(=O)O)O)F)=O 1-[4-[[(3S)-2,6-dioxo-3-piperidyl]amino]-2-fluoro-phenyl]-4-hydroxy-piperidine-4-carboxylic acid